C(#C)C1C[C@H](NCC1)C1=CC=C(C(=O)OC)C=C1 Methyl 4-((2S)-4-ethynylpiperidin-2-yl)benzoate